3-(4-(2-(4-(4-((4-(((R)-1-(3-Bromophenyl)ethyl)amino)-6-methoxy-2-methyl-quinazolin-7-yl)oxy)butyl)piperazin-1-yl)-2-oxoethoxy)-6-fluoro-1-oxoisoindolin-2-yl)-piperidine-2,6-dione BrC=1C=C(C=CC1)[C@@H](C)NC1=NC(=NC2=CC(=C(C=C12)OC)OCCCCN1CCN(CC1)C(COC1=C2CN(C(C2=CC(=C1)F)=O)C1C(NC(CC1)=O)=O)=O)C